Tert-butyl (R)-3-((6-chloropyridazin-3-yl)thio)piperidine-1-carboxylate ClC1=CC=C(N=N1)S[C@H]1CN(CCC1)C(=O)OC(C)(C)C